C([C@H](O)[C@@H](O)C(=O)O)(=O)O.C(C)(C)(C)N tert-butyl-amine L-tartaric acid salt